BrC1=CC=CC(=N1)C1=CN=C2N1N=C(C(=C2)OC)C=2C=NN(C2)C(F)F 3-(6-bromo-2-pyridyl)-6-[1-(difluoromethyl)pyrazol-4-yl]-7-methoxy-imidazo[1,2-b]pyridazine